6-methoxy-2-methyl-1,2,3,4-tetrahydroquinoxaline COC=1C=C2NCC(NC2=CC1)C